3-amino-4-fluorophenyl-boric acid NC=1C=C(C=CC1F)OB(O)O